6-(1-(tetrahydro-2H-pyran-2-yl)-1H-pyrazol-4-yl)benzo[d]thiazol-2-amine O1C(CCCC1)N1N=CC(=C1)C1=CC2=C(N=C(S2)N)C=C1